4-benzyl-N,N-dimethylnaphthalene-1-amine C(C1=CC=CC=C1)C1=CC=C(C2=CC=CC=C12)N(C)C